NC1=NC=CC(=C1)C=1C=C2C(=CNC2=CC1)NC(=O)NC1=CC=C(C=C1)C(F)(F)F 1-(5-(2-aminopyridin-4-yl)-1H-indol-3-yl)-3-(4-(trifluoromethyl)phenyl)urea